[N+](=O)([O-])C1=C(C=C(C=C1)C1=CC=CC=C1)C(C(=O)N)=C 2-(4-nitro-[1,1'-biphenyl]-3-yl)acrylamide